(S)-N-((4,6-dimethylpyridazin-3-yl)methyl)-4-(5-(5-fluoro-2-methoxypyridin-4-yl)-1H-pyrazole-3-carbonyl)-4-azaspiro[2.5]octane-7-carboxamide CC1=C(N=NC(=C1)C)CNC(=O)[C@H]1CCN(C2(CC2)C1)C(=O)C1=NNC(=C1)C1=CC(=NC=C1F)OC